(Z)-3-((1H-pyrrol-2-yl)methylene)-5-(6-(cyclohexylamino)pyrazine-2-yl)indolin-2-one N1C(=CC=C1)\C=C\1/C(NC2=CC=C(C=C12)C1=NC(=CN=C1)NC1CCCCC1)=O